2-benzyl 1-(tert-butyl) (2R,4R)-4-((4,5-dibromothiophen-2-yl)methyl)pyrrolidine-1,2-dicarboxylate BrC=1C=C(SC1Br)C[C@H]1C[C@@H](N(C1)C(=O)OC(C)(C)C)C(=O)OCC1=CC=CC=C1